tert-butyl 3-(N-(4-(4-morpholino-7-((2-(trimethylsilyl)ethoxy)methyl)-7H-pyrrolo[2,3-d]pyrimidin-6-yl)phenyl)sulfamoyl)pyrrolidine-1-carboxylate O1CCN(CC1)C=1C2=C(N=CN1)N(C(=C2)C2=CC=C(C=C2)NS(=O)(=O)C2CN(CC2)C(=O)OC(C)(C)C)COCC[Si](C)(C)C